FC=1C=C(C=C2CCC(C12)(C)C)NC(=O)[C@H]1C=2C=CC(=NC2CCN1C(=O)C1=CC(=NO1)O)OC (5R)-N-(7-fluoro-1,1-dimethyl-2,3-dihydro-1H-inden-5-yl)-6-((3-hydroxy-1,2-oxazol-5-yl)carbonyl)-2-methoxy-5,6,7,8-tetrahydro-1,6-naphthyridine-5-carboxamide